4'-bromomethyl-2-biphenyl-carboxylic acid isobutyl ester C(C(C)C)OC(=O)C=1C(=CC=CC1)C1=CC=C(C=C1)CBr